6-fluoro-7-[3-(4-nitro-1H-pyrazol-1-yl)azetidin-1-yl]-4-oxo-1-(1,3-thiazol-2-yl)-1,4-dihydro-1,8-naphthyridine-3-carboxylic acid FC=1C=C2C(C(=CN(C2=NC1N1CC(C1)N1N=CC(=C1)[N+](=O)[O-])C=1SC=CN1)C(=O)O)=O